2,2,2-trifluoro-N-(4-((5-isopropyl-6-methoxypyridin-3-yl)methyl)-3,5-dimethylphenyl)acetamide FC(C(=O)NC1=CC(=C(C(=C1)C)CC=1C=NC(=C(C1)C(C)C)OC)C)(F)F